2,2'-diethylbiphenyl-4,4'-diamine C(C)C1=C(C=CC(=C1)N)C1=C(C=C(C=C1)N)CC